NC1=NC=C(C=N1)C#CC=1C=C(C=NC1)N1N=C2C(=C1)CCC2C=2C=C(C#N)C=C(C2)F 3-(2-(5-((2-aminopyrimidin-5-yl)ethynyl)pyridin-3-yl)-2,4,5,6-tetrahydrocyclopenta[c]pyrazol-6-yl)-5-fluorobenzonitrile